Ethyl (S)-3-(3-(4-Hydroxy-1-methyl-2-oxo-1,2-dihydropyridin-3-yl)ureido)-3-(2',6,6'-trifluorobiphenyl-3-yl)propanoat OC1=C(C(N(C=C1)C)=O)NC(N[C@@H](CC(=O)OCC)C=1C=C(C(=CC1)F)C1=C(C=CC=C1F)F)=O